FC1=C(C(=CC2=C1N=C(S2)NC(=O)C2CCCCCCC2)F)F N-(4,5,6-trifluoro-1,3-benzothiazol-2-yl)cyclooctane-carboxamide